FC1=C(C=CC=C1C)[C@H]([C@H]1[C@@H]2N(C(C=3N1N=CC(C3O)=O)=O)CCC2)C2=CC(=CC=C2)F (9aR,10S)-10-((R)-(2-fluoro-3-methylphenyl)(3-fluorophenyl)methyl)-4-hydroxy-8,9,9a,10-tetrahydro-7H-pyrrolo[1',2':4,5]pyrazino[1,2-b]pyridazine-3,5-dione